OC[C@H](C1=CC=CC=C1)NC1=NC(=NC=C1C1=NC2(CO1)CCOCC2)NC2=CC=C1C(=N2)C(OB1O)(C)C (S)-5-((4-((2-hydroxy-1-phenylethyl)amino)-5-(3,8-dioxa-1-azaspiro[4.5]dec-1-en-2-yl)pyrimidin-2-yl)amino)-3,3-dimethyl-[1,2]oxaborolo[4,3-b]pyridin-1(3H)-ol